N1(CCCC1)C1=CC=C(C=C1)C1CCN(CC1)C(=O)[O-] 4-(4-(pyrrolidin-1-yl)phenyl)piperidine-1-carboxylate